5-(6-(benzyloxy)-2-fluoro-3-((1-(tetrahydro-2H-pyran-2-yl)-1H-pyrazol-3-yl)ethynyl)phenyl)-1,2,5-thiadiazolidin-3-one 1,1-dioxide C(C1=CC=CC=C1)OC1=CC=C(C(=C1N1CC(NS1(=O)=O)=O)F)C#CC1=NN(C=C1)C1OCCCC1